3-(chloromethyl)-5-methyl-isoxazole ClCC1=NOC(=C1)C